(4-{[5-methyl-7-(pyrrolidin-1-yl)-[1,2,4]triazolo[1,5-a]pyrimidin-6-yl]methyl}phenyl)phosphonic acid CC1=NC=2N(C(=C1CC1=CC=C(C=C1)P(O)(O)=O)N1CCCC1)N=CN2